((1R,4R,7R)-7-amino-2-azabicyclo[2.2.1]heptan-2-yl)(2-(6-(cyclopropylmethyl)-6H-thieno[2,3-b]pyrrol-5-yl)-7-methoxy-1-methyl-1H-benzo[d]imidazol-5-yl)methanone hydrochloride Cl.N[C@H]1[C@@H]2N(C[C@H]1CC2)C(=O)C2=CC1=C(N(C(=N1)C1=CC3=C(N1CC1CC1)SC=C3)C)C(=C2)OC